O=C1N([C@@H]2CC[C@H](N1C2)C(=O)NOCCN2C(CCC2)=O)OS(=O)(=O)O.[Na] sodium (2S,5R)-7-oxo-N-[2-(2-oxopyrrolidin-1-yl)ethoxy]-6-(sulfooxy)-1,6-diaza-bicyclo[3.2.1]octane-2-carboxamide